N-(tert-butyl(methyl)(oxo)-λ6-sulfaneylidene)-7-(5-(trifluoromethyl)-1,2,4-oxadiazol-3-yl)imidazo[1,2-a]pyridine-2-carboxamide C(C)(C)(C)S(=NC(=O)C=1N=C2N(C=CC(=C2)C2=NOC(=N2)C(F)(F)F)C1)(=O)C